2-chloro-5-fluoro-pyridine-3-carbonitrile ClC1=NC=C(C=C1C#N)F